Cl.N[C@@H]1CN(CCC1)C1=C(C=NC(=C1)NC1=NC(=NC=C1)C1=C(C=CC=C1OC)F)C=1C=CC2=C(OCC(N2)=O)C1 (S)-7-(4-(3-aminopiperidin-1-yl)-6-((2-(2-fluoro-6-methoxyphenyl)pyrimidin-4-yl)amino)pyridin-3-yl)-2H-benzo[b][1,4]oxazin-3(4H)-one hydrochloride